OCCS(=O)(=O)N 2-hydroxy-ethanesulfonamide